N-(5-chloro-1H-indol-3-yl)-1-cyclopropyl-5-(trifluoromethyl)-1H-benzo[d]imidazol-2-amine ClC=1C=C2C(=CNC2=CC1)NC1=NC2=C(N1C1CC1)C=CC(=C2)C(F)(F)F